C(CCCC)N1CCN(CC1)CC=1NC2=CC=CC=C2C1 2-[(4-pentylpiperazin-1-yl)methyl]-1H-indole